FC(CN1C=NC=2C(=NC=CC21)NC=2C(=NC=CC2C)C(C)C)(C)F 1-(2,2-difluoropropyl)-N-(2-isopropyl-4-methylpyridin-3-yl)-1H-imidazo[4,5-c]pyridin-4-amine